C(CCCCC\C=C\CCCC)=O trans-5-cis-7-dodecen-1-aldehyde